oleyl ether, sodium salt [Na].C(CCCCCCC\C=C/CCCCCCCC)OCCCCCCCC\C=C/CCCCCCCC